tert-butyl (R)-(1-fluoro-2-(4,4,5,5-tetramethyl-1,3,2-dioxaborolan-2-yl)-6,7,8,9-tetrahydro-5H-benzo[7]annulen-5-yl)carbamate FC1=C(C=CC2=C1CCCC[C@H]2NC(OC(C)(C)C)=O)B2OC(C(O2)(C)C)(C)C